tert-butyl (3R,5S)-4-((1-(4-(2,6-dioxopiperidin-3-yl)phenyl)piperidin-4-yl)methyl)-3,5-dimethylpiperazine-1-carboxylate O=C1NC(CCC1C1=CC=C(C=C1)N1CCC(CC1)CN1[C@@H](CN(C[C@@H]1C)C(=O)OC(C)(C)C)C)=O